C(CCC)OC=1N=C(C2=C(N1)C(=CN2)CC2=CC=C(C=C2)CN(C)C)N 2-butoxy-7-(4-((dimethylamino)methyl)benzyl)-5H-pyrrolo[3,2-d]pyrimidin-4-amine